CC1CCC(N1C(=O)[O-])COC1CC2CC2(CC1)C1=NC=CC=N1 5-methyl-2-(((6-(pyrimidin-2-yl)bicyclo[4.1.0]heptan-3-yl)oxy)methyl)pyrrolidine-1-carboxylate